7-chloro-5-phenyl-1-(2-propynyl)-1H-1,4-benzodiazepine-2(3H)-one ClC=1C=CC2=C(C(=NCC(N2CC#C)=O)C2=CC=CC=C2)C1